[Si](C1=CC=CC=C1)(C1=CC=CC=C1)(C(C)(C)C)OCC(CNC(OC(C)(C)C)=O)N1N=C(C=2C1=NC=CC2)I tert-butyl (3-((tert-butyldiphenylsilyl)oxy)-2-(3-iodo-1H-pyrazolo[3,4-b]pyridin-1-yl)propyl)carbamate